3-bromo-9-(4-(1,4-oxazepan-4-ylcarbonyl)phenyl)-2-(trifluoromethyl)-4H-pyrido[1,2-a]pyrimidin-4-one BrC1=C(N=C2N(C1=O)C=CC=C2C2=CC=C(C=C2)C(=O)N2CCOCCC2)C(F)(F)F